NC1=CC=C(C=C1)S(=O)(=O)NC(=O)C=1C(=NC(=CC1)C(C)(C)C)N1CCCCC1 N-(4-Aminophenyl)sulfonyl-6-tert-butyl-2-(1-piperidyl)pyridin-3-carboxamid